CC1=NC(=CC(=C1S(=O)(=O)N1CC2(C1)CN(C2)C2CC1(CN(C1)CC1COC1)C2)C)C(F)(F)F 2-((2,4-dimethyl-6-(trifluoromethyl)pyridin-3-yl)sulfonyl)-6-(2-(oxetan-3-ylmethyl)-2-azaspiro[3.3]heptan-6-yl)-2,6-diazaspiro[3.3]heptane